NC1=CC=C(C=C1)C(C)(C)C p-aminotert-butylbenzene